C(C1CO1)C(C(=O)O)=C.C(C=C)(=O)OCC1CO1 glycidyl acrylate (glycidyl acrylate)